(4-(8-fluoro-7-(8-fluoronaphthalen-1-yl)-2-((hexahydro-1H-pyrrolizin-7a-yl)methoxy)pyrido[4,3-d]pyrimidin-4-yl)-1,4-oxazepan-6-yl)methanol FC1=C(N=CC2=C1N=C(N=C2N2CCOCC(C2)CO)OCC21CCCN1CCC2)C2=CC=CC1=CC=CC(=C21)F